4-chlorobenzyl (4-(N-benzyl-N-methyl-sulfamoyl)phenyl)carbamate C(C1=CC=CC=C1)N(S(=O)(=O)C1=CC=C(C=C1)NC(OCC1=CC=C(C=C1)Cl)=O)C